N-(6-((tert-butyldimethylsilyl)oxy)-1-(isoxazol-3-yl)hexyl)-2-methylpropan-2-sulfinamide [Si](C)(C)(C(C)(C)C)OCCCCCC(C1=NOC=C1)NS(=O)C(C)(C)C